COC(=O)C1=CC(=C2C(=N1)N(C=C2)C)C=C 1-methyl-4-vinyl-1H-pyrrolo[2,3-b]pyridine-6-carboxylic acid methyl ester